NC1=NC(=NN2C1=NC=C2CC=2C=C(C(=NC2)N2CCN(CC2)C(CN(C)C)=O)C)NCCCC 1-(4-(5-((4-amino-2-(butylamino)imidazo[2,1-f][1,2,4]triazin-7-yl)methyl)-3-methylpyridin-2-yl)piperazin-1-yl)-2-(dimethylamino)ethan-1-one